COC(=O)[C@@H]1CCC=2C(=NN(C2C1)C(C)C)C=1C=NC=C(C1)OCC1=CC=CC=C1 (R)-3-(5-(benzyloxy)pyridin-3-yl)-1-isopropyl-4,5,6,7-tetrahydro-1H-indazole-6-carboxylic acid methyl ester